trans-tert-butyldimethylsilyl 4-((tert-butyl dimethyl silyl)oxy)cyclohexanecarboxylate [Si](C)(C)(C(C)(C)C)O[C@@H]1CC[C@H](CC1)C(=O)O[Si](C)(C)C(C)(C)C